5-hydroxy-4-(1H-indol-3-yl)-3-[2-(4-methylpiperazin-1-yl)quinazolin-4-yl]-2H-pyrrol-2-one OC=1C(=C(C(N1)=O)C1=NC(=NC2=CC=CC=C12)N1CCN(CC1)C)C1=CNC2=CC=CC=C12